ClC1=CC=C(C(=N1)F)OC1(CC1)C(=O)N 1-[(6-chloro-2-fluoro-3-pyridyl)oxy]cyclopropanecarboxamide